FC=1C(=C(C=O)C=C(C1)C=1C=NN(C1)C1=CC=CC=C1)O 3-fluoro-2-hydroxy-5-(1-phenyl-1H-pyrazol-4-yl)benzaldehyde